(6-chloro-5-methylpyridazin-3-yl)(pyridin-2-yl)methanol ClC1=C(C=C(N=N1)C(O)C1=NC=CC=C1)C